C[C@H]1N(CCN(C1=O)C)CCOCC(=O)OC(C)(C)C (R)-tert-butyl 2-[2-(2,4-dimethyl-3-oxopiperazin-1-yl)ethoxy]acetate